FC1=CC2=C(NC(=N2)N)C=C1F 5,6-difluoro-1H-benzo[d]imidazol-2-amine